CC(CCO)(C)C 3,3-dimethylbutane-1-ol